5,6-dimethyl-9-[4-(trifluoromethyl)phenyl]-9H-carbazole-3-carboxylic acid CC1=C2C=3C=C(C=CC3N(C2=CC=C1C)C1=CC=C(C=C1)C(F)(F)F)C(=O)O